7-Amino-5-azaspiro[2.5]octane-4,6-dione NC1C(NC(C2(CC2)C1)=O)=O